N1C=C(C2=CC=CC=C12)CCNC1=NC(=NC(=C1)C(C)C)N N4-(2-(1H-indol-3-yl)ethyl)-6-isopropylpyrimidine-2,4-diamine